3-(5-amino-2-((3,6-dimethylpyridin-2-yl)methoxy)-8-(1-methyl-6-oxo-1,6-dihydropyridin-3-yl)-[1,2,4]triazolo[1,5-c]pyrimidin-7-yl)benzonitrile NC1=NC(=C(C=2N1N=C(N2)OCC2=NC(=CC=C2C)C)C2=CN(C(C=C2)=O)C)C=2C=C(C#N)C=CC2